COC1=CC(=C(C=C1NC1=NC=NC(=C1)N1OCC[C@@H]1C1=C(C(=C(C=C1)F)F)F)NC(C=C)=O)N1CCC(CC1)N1CCOCC1 N-(4-methoxy-2-(4-morpholinopiperidine-1-yl)-5-((6-((R)-3-(2,3,4-trifluorophenyl)isoxazolidine-2-yl)pyrimidine-4-yl)amino)phenyl)acrylamide